ClC=1C(N(C(=CC1OCC1=NC=C(C=C1F)F)C)C1=CC(=NC=C1C1CC1)C(\C=C\N(C)C)=O)=O 3-chloro-5'-cyclopropyl-4-[(3,5-difluoropyridin-2-yl)methoxy]-2'-[(2E)-3-(dimethylamino)prop-2-enoyl]-6-methyl-[1,4'-bipyridin]-2-one